FC=1C=C(C=CC1F)CNC(=O)C=1C(=NC(=CC1C)N1CCOCC1)OC N-[(3,4-Difluoro-phenyl)-methyl]-2-methoxy-4-methyl-6-morpholin-4-yl-pyridine-3-carboxylic acid amide